ClC1=CC(=NC(=N1)C)N1CC2OCCN(C2C1)C 6-(6-chloro-2-methylpyrimidin-4-yl)-4-methyloctahydropyrrolo[3,4-b][1,4]oxazine